2-{[4-(4-fluorophenyl)-6-heptylquinolin-2-yl](methyl)amino}acetic acid FC1=CC=C(C=C1)C1=CC(=NC2=CC=C(C=C12)CCCCCCC)N(CC(=O)O)C